8-((4,4-Difluorocyclohexyl)amino)-2-(1H-imidazol-1-yl)-5-methylpyrido[3,2-d]pyrimidin-6(5H)-on FC1(CCC(CC1)NC1=CC(N(C2=C1N=C(N=C2)N2C=NC=C2)C)=O)F